(R)-N-(1-cyanopyrrolidin-3-yl)-1,3,4,9-tetrahydro-2H-pyrido[3,4-b]indole-2-carboxamide C(#N)N1C[C@@H](CC1)NC(=O)N1CC=2NC3=CC=CC=C3C2CC1